ClC1=C(C#N)C=CC=C1C 2-chloro-3-methylbenzonitrile